(R)-1-(2,2-difluoro-6,9-dihydro-7H-[1,3]dioxolo[4,5-H]isochromen-9-yl)-N-methyl-methylamine FC1(OC2=C(C=CC=3CCO[C@H](C23)CNC)O1)F